tert-Butyl (3-((1,3-dioxoisoindolin-2-yl)methyl)benzyl)carbamate O=C1N(C(C2=CC=CC=C12)=O)CC=1C=C(CNC(OC(C)(C)C)=O)C=CC1